C12(CC3CC(CC(C1)C3)C2)NCCCN(C)CC=2C=3C1=C(C(N(C1=CC2)C2C(NC(CC2)=O)=O)=O)C=CC3 3-(6-(((3-((adamantan-1-yl)amino)propyl)(methyl)amino)methyl)-2-oxobenzo[cd]indol-1(2H)-yl)piperidine-2,6-dione